2-(2-methylpyridin-4-yl)-6,7-dihydrothiazolo[5,4-c]pyridin CC1=NC=CC(=C1)C=1SC=2C=NCCC2N1